N1CCC2(CC1)CC1=CC(=CC=C1C2)C#N 1,3-dihydrospiro[indene-2,4'-piperidine]-6-nitrile